NC1=C(C=C(C=C1)N1CCC(CC1)N1CCS(CC1)(=O)=O)NC(OC(C)(C)C)=O tert-butyl (2-amino-5-(4-(1,1-dioxidothiomorpholino)piperidin-1-yl)phenyl)carbamate